N-({6-[2-(1,3-thiazol-4-yl)ethyl]-5-trifluoromethoxy-2-indolyl}methyl)1-methylcyclopropanecarboxamide S1C=NC(=C1)CCC1=C(C=C2C=C(NC2=C1)CNC(=O)C1(CC1)C)OC(F)(F)F